FC(C1=CC=C(OC2=NC=3CCCC(C3C=C2)=O)C=C1)(F)F 2-{4-(trifluoromethyl)phenoxy}-7,8-dihydro-quinolin-5(6H)-one